N-(8'-bromo-4'H-spiro[cyclopropane-1,5'-naphtho[2,1-d]isoxazol]-3'-yl)tetrahydrofuran-3-sulfonamide BrC1=CC=C2C3(CC=4C(=NOC4C2=C1)NS(=O)(=O)C1COCC1)CC3